O[C@@H]1[C@@]2(C[C@@H]2[C@H]([C@@H]1O)N1C2=NC(=NC(=C2N=C1)NC)C#CC1=CC=C(C=C1)OC)C(=O)NC (1S,2R,3S,4R,5S)-2,3-dihydroxy-4-(2-((4-methoxyphenyl)ethynyl)-6-(methylamino)-9H-purin-9-yl)-N-methylbicyclo[3.1.0]hexane-1-carboxamide